C(CCCCCCCCCCC)OC(CCS)=O dodecyl-3-mercaptopropionate